C(CC)(=O)O[C@H]1C(OC[C@@H]([C@@H]1OC(CC)=O)OC(CC)=O)O (3R,4S,5S)-2-hydroxytetrahydro-2H-pyran-3,4,5-triyl tripropionate